C1(=CC=CC=C1)S(=O)C1=CC=C(N=N1)NC1C[C@@H]2[C@@H](CN(C2)CC2CCOCC2)C1 (3aR,5s,6aS)-N-(6-(phenylsulfinyl)pyridazin-3-yl)-2-((tetrahydro-2H-pyran-4-yl)methyl)octahydrocyclopenta[c]pyrrol-5-amine